(7-(2-(4-(6-fluorobenzothiophen-4-yl)piperazin-1-yl)ethyl)-2-oxo-3,4-dihydroquinoline-1(2H)-yl)eicosanoic acid methyl ester COC(C(CCCCCCCCCCCCCCCCCC)N1C(CCC2=CC=C(C=C12)CCN1CCN(CC1)C1=CC(=CC2=C1C=CS2)F)=O)=O